N(=C=O)CCCC[Si](OCC)(OCC)C1=CC=CC=C1 4-Isocyanatobutylphenyldiethoxysilane